C(C(C)C)(=O)OC1=CC=C(C=C1)CC(C(COC)=O)N=CC1=C(C(=CC(=C1)Cl)OC(C(C)C)=O)O 4-(2-(3-isobutyryloxy-5-chloro-2-hydroxybenzylideneamino)-4-meth-oxy-3-oxobutyl)phenyl isobutyrate